COC1=NC2=C(N1C(=O)NCCC1C(C1)C(F)(F)F)C=C(C=C2)N2CCOCC2 2-methoxy-6-morpholino-N-(2-(2-(trifluoromethyl)cyclopropyl)ethyl)-1H-benzo[d]Imidazole-1-carboxamide